ClC(C1=NC(=NO1)C1=CC=C(C=C1)P(NC1=CC=C(C=C1)C)(=O)C)(F)F P-(4-(5-(chlorodifluoromethyl)-1,2,4-oxadiazol-3-yl)phenyl)-P-methyl-N-(p-tolyl)phosphinic amide